1-[4-(5-tributylstannylpyrazin-2-yl) phenyl]Methyl cyclopropanecarboxylate C1(CC1)C(=O)OCC1=CC=C(C=C1)C1=NC=C(N=C1)[Sn](CCCC)(CCCC)CCCC